2-(2,6-dioxopiperidin-3-yl)-5-((6-(4-phenyl-1H-pyrazol-1-yl)hexyl)amino)isoindoline-1,3-dione O=C1NC(CCC1N1C(C2=CC=C(C=C2C1=O)NCCCCCCN1N=CC(=C1)C1=CC=CC=C1)=O)=O